ClC1=NC(=NC=C1Br)C 4-chloro-5-bromo-2-methylpyrimidine